(5,7-dimethoxyimidazo[1,2-a]pyridin-2-yl)-2-methoxyimidazo[2,1-b][1,3,4]thiadiazole COC1=CC(=CC=2N1C=C(N2)C2=CN=C1SC(=NN12)OC)OC